FC1=C(C(=C(C(=C1F)F)F)F)[B-](C1=C(C(=C(C(=C1F)F)F)F)F)(C1=C(C(=C(C(=C1F)F)F)F)F)C1=C(C(=C(C(=C1F)F)F)F)F.C[NH+](C1=CC=C(C=C1)CCCCCCCCCCCCCCCC)CCCCCCCCCCCCCCCCCC N-methyl-4-hexadecyl-N-octadecyl-anilinium tetrakis(perfluorophenyl)borate